C(CCCCC(=O)[O-])(=O)OCCC monopropyl adipate